FC=1C(=CC2=CC=CC=C2C1)OB(O)O (3-fluoronaphthalen-2-yl)boric acid